(1R)-2,2-difluoro-N-(4-{6-[(1S)-1-hydroxyprop-2-en-1-yl]-4-methylpyridin-3-yl}-[1,2,4]triazolo[1,5-a]1,6-naphthyridin-8-yl)cyclopropane-1-carboxamide FC1([C@H](C1)C(=O)NC1=NC=C2C=C(C=3N(C2=C1)N=CN3)C=3C=NC(=CC3C)[C@H](C=C)O)F